C(C(O)C(O)C(=O)O)(=O)O z-tartaric acid